acetylmandelate C(C)(=O)OC(C(O)C1=CC=CC=C1)=O